(3r,4r)-1-[(3S)-7-(ethylamino)-5-fluoro-3-methyl-2-oxo-dihydro-indol-3-yl]-N-methyl-4-phenyl-piperidine-3-carboxamide C(C)NC=1C=C(CC2[C@](C(NC12)=O)(C)N1C[C@@H]([C@@H](CC1)C1=CC=CC=C1)C(=O)NC)F